C1OCCC12CN(CC2)CCCOC=2C(=C(C=CC2)C2=C(C(=CC=C2)COC2=CC(=C(C=O)C=C2Cl)O)C)C 4-((3'-(3-(2-oxa-7-azaspiro[4.4]non-7-yl)propoxy)-2,2'-dimethyl-[1,1'-biphenyl]-3-yl)methoxy)-5-chloro-2-hydroxybenzaldehyde